(aminopropyl)-cyclotetrasiloxane NCCC[SiH]1O[SiH2]O[SiH2]O[SiH2]O1